4-Cyanophenylpropionaldehyde C(#N)C1=CC=C(C=C1)C(C=O)C